N(=[N+]=[N-])[C@@H]1[C@H]([C@@H](SC=2C(=NC=C(C2)Cl)C(NN2CCC2)=O)O[C@@H]([C@@H]1O)CO)OC 2-(N-Azetidinylcarbamoyl)-5-chloropyrid-3-yl 3-azido-3-deoxy-2-O-methyl-1-thio-α-D-galactopyranoside